C(#N)C=1C=CC(=C2N=CC=NC12)N1C[C@@H](C[C@@H](C1)C)NC(C(C(F)(F)F)NC([O-])=O)=O 3-((3R,5S)-1-(8-cyanoquinoxalin-5-yl)-5-methylpiperidin-3-ylamino)-1,1,1-trifluoro-3-oxopropan-2-ylcarbamate